COCCN(C=1N=C(C2=C(N1)C(=NC(=N2)N(CCOC)CCOC)N2CCN(CC2)C2=NN(C=N2)C)NCCC)CCOC N2,N2,N6,N6-tetrakis(2-methoxyethyl)-8-(4-(1-methyl-1H-1,2,4-triazol-3-yl)piperazin-1-yl)-N4-propylpyrimido[5,4-d]pyrimidine-2,4,6-triamine